C(C)(C)(C)OC(=O)N1[C@H]2CN(C[C@@H]1CC2)C2=NC(=NC(=C2C#N)C(=O)C2=CC=CC1=CC=CC=C21)S(=O)(=O)C (1R,5S)-3-(6-(1-naphthoyl)-5-cyano-2-(methylsulfonyl)pyrimidin-4-yl)-3,8-diazabicyclo[3.2.1]octane-8-carboxylic acid tert-butyl ester